FC(CN1N=CC=2C1=NC(=CN2)N2CC1(CN(C1)C1=NC(=CC=C1)OC(F)(F)F)CC2)F 6-[1-(2,2-difluoroethyl)-1H-pyrazolo[3,4-b]pyrazin-6-yl]-2-[6-(trifluoromethoxy)pyridin-2-yl]-2,6-diazaspiro[3.4]octane